C(CCC)C1(N(S(C2=C(N(C1)C1=CC=CC=C1)C=C(C(=C2)C(=O)OC)SC)(=O)=O)C)CC Methyl 3-butyl-3-ethyl-2-methyl-7-(methylthio)-5-phenyl-2,3,4,5-tetrahydro-1,2,5-benzothiadiazepine-8-carboxylate 1,1-dioxide